FC=1C=C2C(=CC(OC2=C(C1O)F)=O)C 6,8-difluoro-7-hydroxyl-4-methylcoumarin